C(C)OC(/C(=N/OC)/C1=C(C=CC=C1)CBr)=O (E)-alpha-methoxyimino-2-(bromomethyl)phenylacetic acid ethyl ester